[Br-].C(=O)(O)C[NH+]1CCCC1 1-(carboxymethyl)pyrrolidin-1-ium bromide